3-(bromomethyl)aniline BrCC=1C=C(N)C=CC1